4-(4-(4-fluorophenoxy)benzyl)-5-methyl-2-(4-(pyridin-3-yl)phenyl)oxazole FC1=CC=C(OC2=CC=C(CC=3N=C(OC3C)C3=CC=C(C=C3)C=3C=NC=CC3)C=C2)C=C1